di(tert-butylperoxy) adipate C(CCCCC(=O)OOOC(C)(C)C)(=O)OOOC(C)(C)C